tert-Butyl (S)-4-(6-chloro-7-(2-fluorophenyl)-1-(2-isobutylpyridin-3-yl)-2-oxo-1,2-dihydropyrido[2,3-d]pyrimidin-4-yl)-3-methylpiperazine-1-carboxylate ClC1=CC2=C(N(C(N=C2N2[C@H](CN(CC2)C(=O)OC(C)(C)C)C)=O)C=2C(=NC=CC2)CC(C)C)N=C1C1=C(C=CC=C1)F